2-hydroxybenzoyl-N-[(5-chloro)thiazol-2-yl]amide OC1=C(C(=O)[N-]C=2SC(=CN2)Cl)C=CC=C1